tert-butyl methyl(4-(3-neopentyl-4-oxo-3,4-dihydropyrido[3,4-d]pyrimidin-2-yl)butyl)carbamate CN(C(OC(C)(C)C)=O)CCCCC=1N(C(C2=C(N1)C=NC=C2)=O)CC(C)(C)C